2-[2-(aminomethyl)-3,3-difluoro-allyl]-4-[2-fluoro-4-[6-(trifluoromethyl)-3-pyridinyl]phenyl]-1,2,4-triazol-3-one NCC(CN1N=CN(C1=O)C1=C(C=C(C=C1)C=1C=NC(=CC1)C(F)(F)F)F)=C(F)F